BrC=1C=C(C=C2C(=NN(C12)C[C@@H]1CN(CCO1)C(=O)OC(C)(C)C)F)Cl tert-butyl (S)-2-((7-bromo-5-chloro-3-fluoro-1H-indazol-1-yl)methyl)morpholine-4-carboxylate